(S)-benzyl 2-(4-tert-butylbenzamido)-4-methylpentanoate C(C)(C)(C)C1=CC=C(C(=O)N[C@H](C(=O)OCC2=CC=CC=C2)CC(C)C)C=C1